4-fluoro-3-methylphenylboronic acid FC1=C(C=C(C=C1)B(O)O)C